methyl 4-amino-7-bromo-2-oxo-1-(o-tolyl)-1,2-dihydro-1,8-naphthyridine-3-carboxylate NC1=C(C(N(C2=NC(=CC=C12)Br)C1=C(C=CC=C1)C)=O)C(=O)OC